1,3-bis(N,N-diglycidyl-amino)benzene C(C1CO1)N(CC1CO1)C1=CC(=CC=C1)N(CC1CO1)CC1CO1